FC1=C(C(=CC=C1)N1N=CN=C1)C=O [2-fluoro-6-(1,2,4-triazol-1-yl)phenyl]methanone